ClC=1C=C(C=CC1)C=1C=CC=2N(N1)C(=CN2)C2=CC=NC=C2 6-(3-chlorophenyl)-3-(4-pyridyl)imidazo[1,2-b]pyridazine